N-methyl-4-methoxyaniline CNC1=CC=C(C=C1)OC